C(=C)(C)C1=C(C(=CC=C1)C(=C)C)O 2,6-diisopropenylphenol